N1=C(C=CC=C1)NNC(C1=C(C=CC=C1)C(F)(F)F)=O N'-(pyridin-2-yl)-2-(trifluoromethyl)benzoyl-hydrazine